CC(CO)=CC(=CCC)C 2,4-dimethyl-2,4-heptadiene-1-ol